[C@H]12C=3NN=CC3OC[C@@H]2CN(C1)C(=O)N1CC(C1)C1=CC=C(C=C1)C1(CC1)C(F)(F)F (-)-[(1R,9S)-7-Oxa-3,4,11-triazatricyclo[7.3.0.02,6]dodeca-2(6),4-dien-11-yl]-[3-[4-[1-(trifluoromethyl)cyclopropyl]phenyl]azetidin-1-yl]methanon